(2,4-dimethoxy-phenyl)methanamine COC1=C(C=CC(=C1)OC)CN